N(=[N+]=[N-])C1(C2=CC=CC=C2C=2C=CC=CC12)C1=CC=C(C=C1)C 9-azido-9-(p-tolyl)-9H-fluorene